C(CCC)OC1=CC=C(C=C1)S(=O)(=O)C1=CC=C(C=C1)O 4-(4-butoxyphenyl)sulfonylphenol